ClC=1C(=NC(=NC1)NC1CCOCC1)C1=CC=C2CN(C(C2=C1)=O)CC(=O)N[C@H](CO)C1=CC(=C(C=C1)F)OC 2-(6-{5-chloro-2-[(oxacyclohex-4-yl)amino]pyrimidin-4-yl}-1-oxo-2,3-dihydro-1H-isoindol-2-yl)-N-[(1S)-1-(4-fluoro-3-methoxyphenyl)-2-hydroxyethyl]acetamide